C(C)N1C=2C3=CN=C(C(O[C@@H](C4=CC(=CC=C4C4=NN(C=C4CC2C(=N1)C(C)C)C)F)C)=C3)N (19R)-3-ethyl-16-fluoro-10,19-dimethyl-5-(propan-2-yl)-20-oxa-3,4,10,11,23-pentaazapentacyclo[19.3.1.02,6.08,12.013,18]pentacosa-1(24),2(6),4,8,11,13,15,17,21(25),22-decaen-22-amine